C(#N)C1=CC=C(C=C1)CCNC=1N=CC2=C(N1)N(C(C(=C2)C=2C(=C(C=CC2F)NS(=O)(=O)N2C[C@@H](CC2)F)F)=O)C (3R)-N-[3-[2-[2-(4-cyanophenyl)ethyl-amino]-8-methyl-7-oxopyrido[2,3-d]pyrimidin-6-yl]-2,4-difluorophenyl]-3-fluoropyrrolidine-1-sulfonamide